ClC1=C(C(=O)OC)C=CC=C1C=1C=C(NC(C1)=O)C methyl 2-chloro-3-(2-methyl-6-oxo-1H-pyridin-4-yl)benzoate